Tert-butyl 3-(2-(1-(3-chlorophenyl)-1H-pyrazol-4-yl)propanamido)-5-(3,3-difluorocyclobutyl)-1H-pyrazole-1-carboxylate ClC=1C=C(C=CC1)N1N=CC(=C1)C(C(=O)NC1=NN(C(=C1)C1CC(C1)(F)F)C(=O)OC(C)(C)C)C